FC1=CC=C(C=2C=NN(C12)C1OCCCC1)C(=O)C1=NC(=C(C=C1NC(OC(C)(C)C)=O)C)O tert-Butyl (2-(7-fluoro-1-(tetrahydro-2H-pyran-2-yl)-1H-indazole-4-carbonyl)-6-hydroxy-5-methylpyridin-3-yl)carbamate